tert-Butyl 4-((4-(2-(2-methoxypyrimidin-5-yl)-4,5,7,8-tetrahydro-2H-oxepino[4,5-c]pyrazol-3-yl)-1H-pyrazol-1-yl)methyl)piperidine-1-carboxylate COC1=NC=C(C=N1)N1N=C2C(=C1C=1C=NN(C1)CC1CCN(CC1)C(=O)OC(C)(C)C)CCOCC2